3-(6-((4-(1-methyl-4-(trifluoromethyl)-1H-imidazol-2-yl)benzyl)amino)-7H-purin-2-yl)benzamide CN1C(=NC(=C1)C(F)(F)F)C1=CC=C(CNC2=C3NC=NC3=NC(=N2)C=2C=C(C(=O)N)C=CC2)C=C1